N-chloro-gamma-aminobutyric acid ClNCCCC(=O)O